(3S,4S)-8-(8-((2,3-dichloropyridin-4-yl)thio)imidazo[1,2-c]pyrimidin-5-yl)-3-methyl-2-oxa-8-azaspiro[4.5]decan-4-amine ClC1=NC=CC(=C1Cl)SC=1C=2N(C(=NC1)N1CCC3([C@@H]([C@@H](OC3)C)N)CC1)C=CN2